C1(=CC=CC=C1)C1=NC2=C3N=C(C=CC3=CC=C2C=C1)C1=CC=C(C=C1)B1OC(C(O1)(C)C)(C)C 2-phenyl-9-[4-(4,4,5,5-tetramethyl-1,3,2-dioxaborolan-2-yl)phenyl]-1,10-phenanthroline